FC1=C(CNC(=O)N([C@@H]2CC[C@H](CC2)NC(OC(C)(C)C)=O)C2=NC=C(C=C2)C=2C=NC(=NC2)OC)C=CC=C1 tert-butyl (trans-4-(((2-fluorobenzyl)carbamoyl)(5-(2-methoxypyrimidin-5-yl)pyridin-2-yl)amino)cyclohexyl)carbamate